3-hexyl-1-methyl-2-(1-methylpyridin-1-ium-4-yl)-1H-benzoimidazole-3-ium bis(hexafluorophosphate) F[P-](F)(F)(F)(F)F.F[P-](F)(F)(F)(F)F.C(CCCCC)[N+]1=C(N(C2=C1C=CC=C2)C)C2=CC=[N+](C=C2)C